6-((2-methyl-hex-5-en-2-yl)amino)-3-nitro-5-(trifluoromethyl)picolinic acid CC(C)(CCC=C)NC1=C(C=C(C(=N1)C(=O)O)[N+](=O)[O-])C(F)(F)F